tert-butyl azaspiro[2.5]octane-4-carboxylate N1CC12C(CCCC2)C(=O)OC(C)(C)C